ClC=1C=CC=2C(=NC(=CN2)NCC2=C3C(=CNC3=C(C=C2)OC)C)N1 6-chloro-N-[(7-methoxy-3-methyl-1H-indol-4-yl)methyl]pyrido[2,3-b]pyrazin-3-amine